FC=1C=CC=2N(C1N)C=NC2 6-fluoroimidazo[1,5-a]pyridin-5-amine